tert-butyl 6-(4-(2-chloro-5-methoxyphenyl)-3-cyano-6,7-dihydro-5H-pyrrolo[3,4-b]pyridin-2-yl)-2,6-diazaspiro[3.4]octane-2-carboxylate ClC1=C(C=C(C=C1)OC)C1=C2C(=NC(=C1C#N)N1CC3(CN(C3)C(=O)OC(C)(C)C)CC1)CNC2